N-(3-methyl-2-oxo-1,4-dihydroquinazolin-6-yl)-2-(4-piperidylmethoxy)benzenesulfonamide CN1C(NC2=CC=C(C=C2C1)NS(=O)(=O)C1=C(C=CC=C1)OCC1CCNCC1)=O